N-phenyl-N'-propyl-p-phenylenediamine C1(=CC=CC=C1)NC1=CC=C(C=C1)NCCC